(1R,3s,5S)-6,6-difluorobicyclo[3.1.0]hexane-3-carboxylic acid methyl ester COC(=O)C1C[C@H]2C([C@H]2C1)(F)F